(R)-tert-butyl 3-(5-(2-(hydroxymethyl)thieno[3,2-b]pyridin-7-yl)-2H-benzo[b][1,4]oxazin-4(3H)-yl)pyrrolidine-1-carboxylate OCC1=CC2=NC=CC(=C2S1)C1=CC=CC=2OCCN(C21)[C@H]2CN(CC2)C(=O)OC(C)(C)C